CC1CC1 2-methylcyclopropane